N-(2-Methoxy-5-(4-(trifluoromethyl)phenoxy)phenyl)-1-methyl-6-oxopiperazine-2-carboxamide COC1=C(C=C(C=C1)OC1=CC=C(C=C1)C(F)(F)F)NC(=O)C1N(C(CNC1)=O)C